C1=CC=C(C=C1)C2=NC3=C(C=CC4=CC=CC=C43)C=C2 phenylbenzoquinoline